(3r,5r,7r)-1-(4-Methyl-3-(Trifluoromethyl)Phenyl)Adamantane CC1=C(C=C(C=C1)C12CC3CC(CC(C1)C3)C2)C(F)(F)F